O1CC(C1)OC(=O)C1=C(NC=2CC(CC(C2C1C1=CC(=CC=C1)O)=O)C1=C(C=CC=C1)OC)C 4-(3-hydroxyphenyl)-7-(2-methoxyphenyl)-2-methyl-5-oxo-1,4,5,6,7,8-hexahydroquinoline-3-carboxylic acid oxetan-3-yl ester